CC1=C(C(=C2N1CCNC2=O)NC2=CC=CC=C2)C2=CC=NC=C2 6-methyl-8-(phenylamino)-7-(pyridin-4-yl)-3,4-dihydropyrrolo[1,2-a]pyrazin-1(2H)-one